CC(C)(C)[O-].CC(C)(C)[O-].[Ru+2] ruthenium bis-tert-butoxide